Cl.N[C@@H](CCCCCC(CC)=O)C=1OC(=CN1)Br (S)-9-amino-9-(5-bromooxazol-2-yl)nonan-3-one hydrochloride